6-[bis[(2,4-dimethoxyphenyl)methyl]amino]-8-methyl-1,5-naphthyridin-3-ol COC1=C(C=CC(=C1)OC)CN(C=1N=C2C=C(C=NC2=C(C1)C)O)CC1=C(C=C(C=C1)OC)OC